F[C@@H]1C[C@H](N(C1)C(CC1=CNC(C(=C1)C)=O)=O)C(=O)N[C@@H](C1=CC=CC=C1)C1=NC(=C(C=C1)C(C)C)F (2S,4R)-4-fluoro-N-[(S)-[6-fluoro-5-(propan-2-yl)pyridin-2-yl](phenyl)methyl]-1-[2-(5-methyl-6-oxo-1,6-dihydropyridin-3-yl)acetyl]pyrrolidine-2-carboxamide